1-((3,3-Difluorocyclobutyl)methyl)-1H-pyrazol-3-amine FC1(CC(C1)CN1N=C(C=C1)N)F